4-amino-3,5-divinylbenzene NC1=C(C=CC=C1C=C)C=C